(4S,5S)-5-((S)-5H-Imidazo[5,1-a]isoindol-5-yl)-5,6,7,8-tetrahydro-4H-pyrazolo[1,5-a]azepin-4-ol C=1N=CN2C1C1=CC=CC=C1[C@@H]2[C@H]2[C@@H](C=1N(CCC2)N=CC1)O